N[C@@H](C(=O)NC[C@H](C)NC(C1=C(C=C(C=C1)NC=1C=2N(C=CN1)C(=CN2)C2=C(C(=C(C=C2)OC2=NC=NC=C2)F)F)CC)=O)CCNC(=N)N N-[(1S)-2-[[(2R)-2-amino-4-guanidino-butanoyl]amino]-1-methyl-ethyl]-4-[[3-(2,3-difluoro-4-pyrimidin-4-yloxy-phenyl)imidazo[1,2-a]pyrazin-8-yl]amino]-2-ethyl-benzamide